N-(3-carbamoylphenyl)-4-(1H-pyrrolo[2,3-b]pyridin-5-yl)benzo[b]thiophene-2-carboxamide C(N)(=O)C=1C=C(C=CC1)NC(=O)C1=CC2=C(S1)C=CC=C2C=2C=C1C(=NC2)NC=C1